ON1[C@@H]2CC[C@H](N(C1=O)C2)C(=O)NOC[C@H](C)NC(OC(C)(C)C)=O tert-butyl {(2S)-1-[({[(2S,5R)-6-hydroxy-7-oxo-1,6-diazabicyclo[3.2.1]oct-2-yl]carbonyl}amino)oxy]propan-2-yl}carbamate